rac-(3aR,5R,7S,7aR)-1-isopropyl-3,3,5,7-tetramethyl-5-(o-tolyl)octahydro-benzo[c]isoxazole C(C)(C)N1OC([C@H]2[C@H]1[C@H](C[C@](C2)(C2=C(C=CC=C2)C)C)C)(C)C |r|